C(C)(C)(C)OC(=O)N1CC2=C(C=3CCCC3N=C2C1O)C 3-hydroxy-8-methyl-3,5,6,7-tetrahydro-1H-2,4-diaza-s-indacene-2-carboxylic acid tert-butyl ester